O=C1N(CCC(N1)=O)C1=NN(C2=C(C=CC=C12)CCCCCC=O)C 6-(3-(2,4-dioxotetrahydropyrimidin-1(2H)-yl)-1-methyl-1H-indazol-7-yl)hexanal